C(=O)[C@H]1CN(CCC1)C(=O)OC(C)(C)C tert-butyl (R)-3-formyl-piperidine-1-carboxylate